COC(=O)[C@H]1OC2=CC=C(C=C2CC1)NC(C1=CC(=CC(=C1)Cl)Cl)=O.C(C)OC(C)OCC(COC(C)OCC)OC(C)OCC 1,2,3-Tris(1-ethoxyethoxy)propane Methyl-(S)-6-(3,5-dichlorobenzamido)chromane-2-carboxylate